2-cis-hexene C=CCCCC